O1COC2=C1C=CC(=C2)CC(=O)OC methyl 2-(benzo[d][1,3]dioxol-5-yl)acetate